diphenyl-phosphinyl-itaconic anhydride C1(=CC=CC=C1)C1(C(C(=O)OC1=O)=C[PH2]=O)C1=CC=CC=C1